tert-butyl 2-[4-(4-fluorophenyl)imidazol-1-yl]acetate FC1=CC=C(C=C1)C=1N=CN(C1)CC(=O)OC(C)(C)C